5-bromo-3-chloro-6-Fluoroisoquinoline BrC1=C2C=C(N=CC2=CC=C1F)Cl